(1H-indazol-6-yl)N-((1R-2R)-2-methylcyclohexyl)acrylamide N1N=CC2=CC=C(C=C12)C(C(=O)N[C@H]1[C@@H](CCCC1)C)=C